difluoro-2-(pyrimidin-4-yl)acetamide FC(C(=O)N)(C1=NC=NC=C1)F